ethyl 4-(1-benzylindazol-4-yl)butanoate C(C1=CC=CC=C1)N1N=CC2=C(C=CC=C12)CCCC(=O)OCC